1,3-di(dihexylphosphino)propane C(CCCCC)P(CCCP(CCCCCC)CCCCCC)CCCCCC